Bis(3-methyldiethoxysilylpropyl)tetrasulfan C[Si](CCCSSSSCCC[Si](C)(OCC)OCC)(OCC)OCC